N-(4-cyano-3-(trifluoromethyl)phenyl)-2-(4-((1-(2-(2,6-dioxopiperidin-3-yl)-1,3-dioxoisoindolin-5-yl)azetidin-3-yl)ethynyl)-1H-pyrazol-1-yl)-3-methylbutanamide C(#N)C1=C(C=C(C=C1)NC(C(C(C)C)N1N=CC(=C1)C#CC1CN(C1)C=1C=C2C(N(C(C2=CC1)=O)C1C(NC(CC1)=O)=O)=O)=O)C(F)(F)F